ClC12C(C3CC(CC(C1)C3)C2)N=C=O 1-chloroadamantan-2-yl isocyanate